(S)-benzyl (1-(4-(4-nitro-1-((2-(trimethylsilyl)ethoxy)methyl)-1H-pyrazol-5-yl)pyridin-2-yl)but-3-en-1-yl)carbamate [N+](=O)([O-])C=1C=NN(C1C1=CC(=NC=C1)[C@H](CC=C)NC(OCC1=CC=CC=C1)=O)COCC[Si](C)(C)C